FC(CO)(C1=NC=2N(C=C1)C=C(N2)C2=NC(=NN2CC2=CC=C(C=C2)OC)C(F)(F)F)F 2,2-difluoro-2-(2-(1-(4-methoxybenzyl)-3-(trifluoromethyl)-1H-1,2,4-triazol-5-yl)imidazo[1,2-a]pyrimidin-7-yl)ethan-1-ol